4-[3-(trifluoromethoxy)phenoxy]-1,3,5,8-tetraazatricyclo[8.3.0.0[2,6]]tridec-2(6),3-dien-7-one FC(OC=1C=C(OC2=NC=3N4CCCC4CNC(C3N2)=O)C=CC1)(F)F